N-(4-cyclohexylphenyl)-2-(2-cyclopropylmorpholino)-6-(1-methylpiperidin-4-yl)-6,7-dihydro-5H-pyrrolo[3,4-d]pyrimidin-4-amine C1(CCCCC1)C1=CC=C(C=C1)NC=1C2=C(N=C(N1)N1CC(OCC1)C1CC1)CN(C2)C2CCN(CC2)C